9,9',9''-(6''-bromo-[1,1':3',1''-terphenyl]-2,3'',5-triyl)tris(9H-carbazole) BrC1=CC=C(C=C1C=1C=C(C=CC1)C1=C(C=CC(=C1)N1C2=CC=CC=C2C=2C=CC=CC12)N1C2=CC=CC=C2C=2C=CC=CC12)N1C2=CC=CC=C2C=2C=CC=CC12